(2R)-3-{(1R)-2-[4,6-bis(trifluoromethyl)-1,3,5-triazin-2-yl]-6-chloro-2,3,4,9-tetrahydro-1H-pyrido[3,4-b]indol-1-yl}-2-hydroxypropyl acetate C(C)(=O)OC[C@@H](C[C@H]1N(CCC2=C1NC1=CC=C(C=C21)Cl)C2=NC(=NC(=N2)C(F)(F)F)C(F)(F)F)O